(S)-2-(3-fluoropyrrolidin-1-yl)-N-(6-(thiazol-5-yl)isoquinolin-3-yl)acetamide F[C@@H]1CN(CC1)CC(=O)NC=1N=CC2=CC=C(C=C2C1)C1=CN=CS1